N1=CC=CC2=CC=NC(=C12)OC1CCN(CC1)C1=CC(N(C=2C=CC(=NC12)C#N)C)=O 8-(4-((1,7-Naphthyridin-8-yl)oxy)piperidin-1-yl)-5-methyl-6-oxo-5,6-dihydro-1,5-naphthyridin-2-carbonitril